[Si](C1=CC=CC=C1)(C1=CC=CC=C1)(C(C)(C)C)OCCCOC[C@H](CO)NC(OC(C)(C)C)=O tert-butyl N-[(1S)-1-[3-[tert-butyl(diphenyl)silyl]oxypropoxymethyl]-2-hydroxy-ethyl]carbamate